((1H-imidazol-4-yl)methyl)-4-(3-ethoxy-2',3',4',5'-tetrahydro-[1,1'-biphenyl]-4-yl)-1H-indazol-3-amine N1C=NC(=C1)CN1N=C(C2=C(C=CC=C12)C1=C(C=C(C=C1)C=1CCCCC1)OCC)N